3-(2-Nitro-6,7-dihydropyrazolo[1,5-a]pyrazin-5(4H)-yl)propanenitrile [N+](=O)([O-])C1=NN2C(CN(CC2)CCC#N)=C1